1H-pyrazol-1-yl-nicotinic acid N1(N=CC=C1)C1=C(C(=O)O)C=CC=N1